COC(=O)C1=C(C=C2N=C(C=3N(C2=C1)C=NC3)NCC3=CC=CC=C3)C.C(CC)OP3(=NP(=NP(=N3)(F)F)(F)F)F propoxy(pentafluoro)cyclotriphosphazene methyl-4-(benzylamino)-7-methylimidazo[1,5-a]quinoxaline-8-carboxylate